5-(2-Methylpropyl)-1,3-benzodioxole CC(CC1=CC2=C(OCO2)C=C1)C